(1S,3R,4S)-2-((R)-2-((3-chlorophenyl)amino)-3-cyclopropylpropanoyl)-N-((S)-1-cyano-2-((S)-2-oxopiperidin-3-yl)ethyl)-5,5-difluoro-2-azabicyclo[2.2.2]octane-3-carboxamide ClC=1C=C(C=CC1)N[C@@H](C(=O)N1[C@@H]2CC([C@H]([C@@H]1C(=O)N[C@@H](C[C@H]1C(NCCC1)=O)C#N)CC2)(F)F)CC2CC2